6-chloro-5-((R)-1-(3,5-dichloropyridin-4-yl)ethoxy)-3-(5-fluoro-6-((R)-2-methylazetidin-1-yl)pyridin-3-yl)-1H-indazole ClC1=C(C=C2C(=NNC2=C1)C=1C=NC(=C(C1)F)N1[C@@H](CC1)C)O[C@H](C)C1=C(C=NC=C1Cl)Cl